FC1=CC=C(C=C1)NC(=O)C1(CC1)C(=O)N N'-(4-fluorophenyl)cyclopropan-1,1-dicarboxamid